n-butylammonium fluoride hydrate O.[F-].C(CCC)[NH3+]